N-caffeoylvaline methyl ester COC([C@@H](NC(\C=C\C1=CC(O)=C(O)C=C1)=O)C(C)C)=O